NCCOB(O)O (2-aminoethyl)boric acid